COC1=C(CN(S(=O)(=O)C2=NC=CC(=C2)NC(=O)C2=C(N=NC(=C2)C(F)(F)F)N2CCC(CCC2)(F)F)CC2=C(C=C(C=C2)OC)OC)C=CC(=C1)OC N-(2-(N,N-bis(2,4-dimethoxybenzyl)sulfamoyl)pyridin-4-yl)-3-(4,4-difluoroazepan-1-yl)-6-(trifluoromethyl)pyridazine-4-carboxamide